ClC=1C(=CC(=C(C1)NC(=O)N1[C@@H]2CC3=C(C=NC(=C3F)F)[C@H]1CC2)F)C(F)(F)F (6S,9R)-N-(5-chloro-2-fluoro-4-(trifluoromethyl)phenyl)-3,4-difluoro-6,7,8,9-tetrahydro-5H-6,9-epiminocyclohepta[c]pyridine-10-carboxamide